3-(6-chloro-3-pyridinyl)azetidine-1-carboxylic acid tert-butyl ester C(C)(C)(C)OC(=O)N1CC(C1)C=1C=NC(=CC1)Cl